tributoxybenzoic acid ethyl ester C(C)OC(C1=C(C(=C(C=C1)OCCCC)OCCCC)OCCCC)=O